ClC=1C=C2C=NC(=NC2=CC1N1CC=2N(CC1)C=NN2)NC=2C=NN(C2Cl)C2(CC2)C 6-chloro-N-[5-chloro-1-(1-methylcyclopropyl)-1H-pyrazol-4-yl]-7-(5,6-dihydro[1,2,4]triazolo[4,3-a]pyrazin-7(8H)-yl)quinazolin-2-amine